ClC1=C(C=C(C(=C1)C#N)Cl)NC(=O)N[C@@H](C)C=1N(N=CN1)C1=NC=CC=N1 1-(2,5-dichloro-4-cyano-phenyl)-3-[(1S)-1-(2-pyrimidin-2-yl-1,2,4-triazol-3-yl)ethyl]urea